tert-butyl N-[7-fluoro-4-(4,4,5,5-tetramethyl-1,3,2-dioxaborolan-2-yl)-1,3-benzothiazol-2-yl]carbamate FC1=CC=C(C=2N=C(SC21)NC(OC(C)(C)C)=O)B2OC(C(O2)(C)C)(C)C